O=C[C@@H](CCC1=CC=CC=C1)NC(OC(C)(C)C)=O tert-butyl (R)-(1-oxo-4-phenylbutan-2-yl)carbamate